2-(furan-2-yl)-N5-(4-(4-methyl-4H-1,2,4-triazol-3-yl)phenethyl)-[1,2,4]triazolo[1,5-a][1,3,5]triazine-5,7-diamine O1C(=CC=C1)C1=NN2C(N=C(N=C2N)NCCC2=CC=C(C=C2)C2=NN=CN2C)=N1